2-methoxyethyl (S)-6-diazo-2-((R)-2-methoxypropanamido)-5-oxohexanoate [N+](=[N-])=CC(CC[C@@H](C(=O)OCCOC)NC([C@@H](C)OC)=O)=O